NC1=NC2=CC=CN=C2C(=C1C(=O)OCC)NC(CO)CCCCC ethyl 2-amino-4-((1-hydroxyhept-2-yl) amino)-1,5-naphthyridine-3-carboxylate